ClC1=C(C(=O)NCC(F)F)C=CC(=C1)NC1CN(C1)C1CCNCC1 2-chloro-N-(2,2-difluoroethyl)-4-(1-(piperidin-4-yl)azetidin-3-ylamino)benzamide